(1s,2s)-N-(3-chloro-6-(3-fluoro-2-methylphenyl)imidazo[1,2-a]pyridin-2-yl)-2-fluorocyclopropane-1-carboxamide ClC1=C(N=C2N1C=C(C=C2)C2=C(C(=CC=C2)F)C)NC(=O)[C@H]2[C@H](C2)F